isochroman-6-carbaldehyde C1OCCC2=CC(=CC=C12)C=O